1-(1-(3-bromophenyl)-2-(dimethylamino)ethyl)-4-(5-morpholino-1H-pyrrolo[2,3-b]pyridin-3-yl)pyridin-2(1H)-one BrC=1C=C(C=CC1)C(CN(C)C)N1C(C=C(C=C1)C1=CNC2=NC=C(C=C21)N2CCOCC2)=O